N1C(NC(C=C1)=S)=S PYRIMIDINEDITHIONE